C1(=CC=C(C=C1)C=1C=CC=C2C=CC=C(C12)N)C 8-(p-tolyl)-1-naphthylamine